CON(C(=O)C1=CC2=C(N=CS2)C=C1)C N-methoxy-N-methylbenzo[d]thiazole-6-carboxamide